CC(C)(C)OC(=O)N1C[C@H]2CC(C[C@H]2C1)N.Cl trans-5-amino-2-BOC-hexahydro-cyclopenta[C]pyrrole hydrochloride